(S)-4-(5-(4-(5-(trifluoromethyl)pyrimidin-2-yl)piperazin-1-yl)-2H-tetrazol-2-yl)butylamine FC(C=1C=NC(=NC1)N1CCN(CC1)C=1N=NN(N1)CCCCN)(F)F